FC=1C=C(C=C(C1F)F)NC(=O)N1CC=2N(CC1)N=CC2C(=O)O 5-((3,4,5-Trifluorophenyl)carbamoyl)-4,5,6,7-tetrahydropyrazolo[1,5-a]pyrazine-3-carboxylic acid